tetrahydro-1-benzothiepine S1CCCCC2=C1C=CC=C2